ClC=1C=C(C=NC(C)C(C)C)C=C(C1)OC(C1=CN=CC=C1)=O 2-(3-chloro-5-(nicotinoyloxy)benzylidene-amino)-3-methylbutan